FC=1C=CC(=C(C1)NC(C1=CC=C(C=C1)OCCCN1CCCCC1)=O)N1CCCC1 N-(5-fluoro-2-(pyrrolidin-1-yl)phenyl)-4-(3-(piperidin-1-yl)propoxy)benzamide